C(C)(C)(C)C1=C(C=CC(=C1)C(C)(C)C)OP([O-])[O-] (2,4-di-tert-butylphenyl)phosphit